tert-butyl (2-chloro-4-(methylsulfonyl)phenyl)carbamate ClC1=C(C=CC(=C1)S(=O)(=O)C)NC(OC(C)(C)C)=O